NC=1C=C(C=CC1)C1=NN(C(C2=C1N(C(C(=C2NC2=C(C=C(C=C2)I)F)F)=O)C)=O)C2CC2 8-(3-aminophenyl)-6-cyclopropyl-3-fluoro-4-[(2-fluoro-4-iodophenyl)amino]-1-methylpyrido[2,3-d]pyridazine-2,5-dione